ClC=1C=C(C=C(C1OCCCCl)Cl)C(C)(C)C1=CC=C(C=C1)C1=NOC(=C1)CNC(OC(C)(C)C)=O tert-Butyl ((3-(4-(2-(3,5-dichloro-4-(3-chloropropoxy)phenyl)propan-2-yl)phenyl)isoxazol-5-yl)methyl)carbamate